[Br-].[Br-].[Br-].C(CCC)O[Ti+3] n-butoxytitanium tribromide